(S)-N-((+)-1-(3-amino-4-fluorophenyl)-1-(4-cyanophenyl)-3-cyclopropylpropyl)-2-methylpropane-2-sulfinamide NC=1C=C(C=CC1F)C(CCC1CC1)(C1=CC=C(C=C1)C#N)N[S@@](=O)C(C)(C)C